C1(CC1)C=1C=C(OC2CCC3(CN(C3)C(=O)C3CC(C3)(C)O)CC2)C=CC1 (7-(3-cyclopropylphenoxy)-2-azaspiro[3.5]non-2-yl)((1s,3s)-3-hydroxy-3-methylcyclobutyl)methanone